ferrocene-bis-phthalamide [C-]1(C(=CC=C1)C=1C=CC=C(C1C(=O)N)C(=O)N)C=1C=CC=C(C1C(=O)N)C(=O)N.[CH-]1C=CC=C1.[Fe+2]